ICCOCCOCCOCCOCCOCCOCCOCCOCCOCCOCCC(=O)OC(C)(C)C tert-Butyl 1-iodo-3,6,9,12,15,18,21,24,27,30-decaoxatritriacontan-33-oate